3-methyl-6-(2,2,2-trifluoroethoxy)pyridin-2-amine TFA salt OC(=O)C(F)(F)F.CC=1C(=NC(=CC1)OCC(F)(F)F)N